COC=1C=C(C2=CC=CC=C2C1)C1(CC1)NC(C1=C(C=CC(=C1)OC[C@H]1NCCC1)C)=O (S)-N-(1-(3-Methoxynaphthalen-1-yl)cyclopropyl)-2-methyl-5-(pyrrolidin-2-ylmethoxy)benzamide